2-methyl-5-(6-methylpyridin-3-yl)-1,3-thiazole-4-carboxylic acid ethyl ester C(C)OC(=O)C=1N=C(SC1C=1C=NC(=CC1)C)C